Methyl 4-(2,4-dibenzyl-3,5-dioxo-2,3,4,5-tetrahydro-1,2,4-triazin-6-yl)benzoate C(C1=CC=CC=C1)N1N=C(C(N(C1=O)CC1=CC=CC=C1)=O)C1=CC=C(C(=O)OC)C=C1